CC1=NN(C=C1NC1=NC=C(C(=C1)NCCCN1C(CC1)=O)C(F)(F)F)C1CCN(CC1)C 1-(3-((2-((3-methyl-1-(1-methylpiperidin-4-yl)-1H-pyrazol-4-yl)amino)-5-(trifluoromethyl)pyridin-4-yl)amino)propyl)azetidin-2-one